N(=NN)N azoamine